ethyl 2-(4-((tetrahydro-2H-pyran-3-yl)oxy)phenyl)acetate O1CC(CCC1)OC1=CC=C(C=C1)CC(=O)OCC